ClC=1C=C(C=C(C1)[N+](=O)[O-])C=1N=NN(C1)C 4-(3-chloro-5-nitrophenyl)-1-methyl-1H-1,2,3-triazole